3-(8-(((3S,4R)-3-fluoro-1-methylpiperidin-4-yl)amino)-3-(2,2,2-trifluoroethyl)indolizin-2-yl)propynal F[C@H]1CN(CC[C@H]1NC1=CC=CN2C(=C(C=C12)C#CC=O)CC(F)(F)F)C